CNCC1OCC2(C3=C1SC=C3)CC2 N-methyl-1-(5'H,7'H-spiro[cyclopropane-1,4'-thieno[2,3-c]pyran]-7'-yl)methylamine